2-(3-(tert-butoxy)-3-oxopropoxy)-N,N,N-trimethylethan-1-aminium C(C)(C)(C)OC(CCOCC[N+](C)(C)C)=O